7-((3,4-Difluorobenzyl)oxy)-2-(2,2,2-trifluoroethyl)-3,4,11,11a-tetrahydro-1H-pyrazino[1',2':3,4]imidazo[1,2-c]pyrimidin-9(2H)-one trifluoroacetate FC(C(=O)O)(F)F.FC=1C=C(COC=2C=C3N(C(N2)=O)CC2N3CCN(C2)CC(F)(F)F)C=CC1F